(S)-N-(4-((4-(4-Aminopyrimidin-2-yl)-1,3-dimethyl-1H-pyrazol-5-yl)oxy)butan-2-yl)-6'-chloro-4-(difluoromethoxy)-[2,3'-bipyridin]-4'-amine NC1=NC(=NC=C1)C=1C(=NN(C1OCC[C@H](C)NC1=C(C=NC(=C1)Cl)C1=NC=CC(=C1)OC(F)F)C)C